C(C)(C)(C)OC(=O)N1CC2(CC1)CCN(CC2)CC2=C(C=C(C=C2)Cl)N2CCC(CC2)F 8-(4-chloro-2-(4-fluoropiperidin-1-yl)benzyl)-2,8-diazaspiro[4.5]Decane-2-carboxylic acid tert-butyl ester